2-bromo-3-bromomethylnaphthalene BrC1=CC2=CC=CC=C2C=C1CBr